Methyl (R)-3-(7-((tert-butoxycarbonyl)(furan-2-ylmethyl)amino)-5-chloro-3-methylthieno[3,2-b]pyridin-2-yl)-2-((tert-butoxycarbonyl)amino)propanoate C(C)(C)(C)OC(=O)N(C1=C2C(=NC(=C1)Cl)C(=C(S2)C[C@H](C(=O)OC)NC(=O)OC(C)(C)C)C)CC=2OC=CC2